3-cyclopropyl-8-fluoro-N-[6-(4-isopropyl-4H-1,2,4-triazol-3-yl)pyridin-2-yl]-5-(prop-2-yn-1-yl)-5,6-dihydro-4H-benzo[f]imidazo[1,5-a][1,4]diazepine-9-carboxamide C1(CC1)C=1N=CN2C1CN(CC1=C2C=C(C(=C1)F)C(=O)NC1=NC(=CC=C1)C1=NN=CN1C(C)C)CC#C